1-[4-bromo-3-(methoxymethoxy)phenyl]-5-methyl-triazole BrC1=C(C=C(C=C1)N1N=NC=C1C)OCOC